2-Hydroxy-19-methylicosane OC(C)CCCCCCCCCCCCCCCCC(C)C